[Be].[Au].CP(=O)(C)C1=CC=C(C=C1)COC1CN(C1)C(=O)N1CC2(C1)CC(C2)N2N=C(N=C2)C(F)(F)F [3-[(4-dimethylphosphorylphenyl)methoxy]azetidin-1-yl]-[6-[3-(trifluoromethyl)-1,2,4-triazol-1-yl]-2-azaspiro[3.3]heptan-2-yl]methanone gold-beryllium